C(C)(C)(C)C1=CC(=C(C=C1)C(=O)O)Cl.NC(CCCCC)C(=O)O 1-aminohexyl-carboxylate p-tert-butylchlorobenzeneformat